C(C)(C)(C)O[Cr](=O)(=O)OC(C)(C)C bis(t-butyl)chromate